2-[(1-n-pentylundecyl)oxy]ethanol C(CCCC)C(CCCCCCCCCC)OCCO